5-phenylpyrazole-3-carboxylic acid C1(=CC=CC=C1)C1=CC(=NN1)C(=O)O